C(C)(C)(C)OC(=O)N1C(CNCC1)C=1C=NC(=CC1)NC=1C2=C(C(=NC1)C1=CN=CO1)CN(C2=O)CC2=C(C=C(C=C2)OC)OC (6-((2-(2,4-dimethoxybenzyl)-4-(oxazol-5-yl)-1-oxo-2,3-dihydro-1H-pyrrolo[3,4-c]pyridin-7-yl)amino)pyridin-3-yl)piperazine-1-carboxylic acid tert-butyl ester